4-fluoro-7-methyl-N-((1S,3S)-3-(pyrimidin-5-yl)cyclohexyl)-1H-indole FC1=C2C=CN(C2=C(C=C1)C)[C@@H]1C[C@H](CCC1)C=1C=NC=NC1